tert-butyl (S)-((4,4-difluorocyclohexyl)(7-((1-(((4-nitrophenyl)sulfonyl)carbamoyl)cyclopent-3-en-1-yl)methyl)imidazo[1,2-b]pyridazin-2-yl)methyl)carbamate FC1(CCC(CC1)[C@@H](C=1N=C2N(N=CC(=C2)CC2(CC=CC2)C(NS(=O)(=O)C2=CC=C(C=C2)[N+](=O)[O-])=O)C1)NC(OC(C)(C)C)=O)F